(S)-6-methoxy-1'-(9-(1-phenylvinyl)-7H-pyrazolo[4,3-e][1,2,4]triazolo[4,3-c]pyrimidin-5-yl)-1,3-dihydro-spiro[inden-2,4'-piperidin]-1-amine COC1=CC=C2CC3(CCN(CC3)C3=NC4=C(C=5N3C=NN5)C(=NN4)C(=C)C4=CC=CC=C4)[C@@H](C2=C1)N